O1CCN(CC1)C1=NN=C(S1)OC1=CC=C(C=C1)C(C)(C)C1=CC=C(OC2CC(C2)N)C=C1 (1r,3r)-3-(4-(2-(4-((5-morpholino-1,3,4-thiadiazol-2-yl)oxy)phenyl)propane-2-yl)phenoxy)cyclobutylamine